C(#N)C1(CCOCC1)C(=O)N1CC=2N=C(SC2C1)NC(=O)C=1C=NC(=CC1C1=C(C=CC=C1)OC)C N-[5-(4-cyanooxane-4-carbonyl)-4H,5H,6H-pyrrolo[3,4-d][1,3]thiazol-2-yl]-4-(2-methoxyphenyl)-6-methylpyridine-3-carboxamide